O\N=C(\NC1=CC=CC=C1)/C1=CC=C(C(=O)OC)C=C1 Methyl (E)-4-(N'-hydroxy-N-phenylcarbamimidoyl)benzoate